2-bromo-1-[2-(trifluoromethoxy)phenyl]ethanone BrCC(=O)C1=C(C=CC=C1)OC(F)(F)F